4-(5-((3,4-difluorobenzyl)carbamoyl)thiophen-2-yl)-6-((2,2-difluorocyclopropyl)methyl)-2-isobutyl-5-(5-methyl-1,3,4-oxadiazol-2-yl)nicotinamide FC=1C=C(CNC(=O)C2=CC=C(S2)C2=C(C(=NC(=C2C(=O)N)CC(C)C)CC2C(C2)(F)F)C=2OC(=NN2)C)C=CC1F